C(C(=O)OCCC(C=C(CC(C)C)C)C)(=O)OC(C)C isopropyl (3,5,7-trimethyloct-4-en-1-yl) oxalate